COC([C@@H](NC(=O)C1=NC=CC=C1)CCSCC(=O)OC)=O methyl-S-(2-methoxy-2-oxoethyl)-N-(pyridin-2-ylcarbonyl)-homocysteinate